N=1C=NN2C1C=C(C=C2)OC2=C(C=C(C=C2)NC2=NC=NN1C2=C(C=C1)C1(CCN(CC1)C(\C=C\CN(C)C)=O)OC)C (E)-1-(4-(4-((4-([1,2,4]triazolo[1,5-a]pyridin-7-yloxy)-3-methylphenyl)amino)pyrrolo[2,1-f][1,2,4]triazin-5-yl)-4-methoxypiperidin-1-yl)-4-(dimethylamino)but-2-en-1-one